1-(cyclobutylmethyl)-N-[2-(2,6-dioxopiperidin-3-yl)-1-oxo-3H-isoindol-5-yl]pyrrolo[2,3-b]pyridine-5-carboxamide C1(CCC1)CN1C=CC=2C1=NC=C(C2)C(=O)NC=2C=C1CN(C(C1=CC2)=O)C2C(NC(CC2)=O)=O